(3R)-tert-Butyl 9-(1-(4-(difluoromethoxy)phenyl)ethyl)-3-methyl-7-(methylcarbamoyl)-10-oxo-3,4,7,8,9,10-hexahydropyrido[4',3':3,4]pyrazolo[1,5-a]pyrazine-2(1H)-carboxylate FC(OC1=CC=C(C=C1)C(C)N1C(C=2N(C(C1)C(NC)=O)N=C1C2CN([C@@H](C1)C)C(=O)OC(C)(C)C)=O)F